N1(CCNCC1)C(=O)OC(C1=NC=C(C=N1)Cl)C(C)(C)C tert-butyl-((5-chloropyrimidin-2-yl) methyl) piperazine-1-carboxylate